N[C@H]1CN(C[C@@H](C1)F)C(=O)C=1C=C(C=2N(C1)N=C(C2C)C=2N(C1=CC(=CC=C1C2)C2=CC=C(C=C2)NC(C)=O)CC2CC2)OC N-[4-(2-{6-[(3R,5R)-3-Amino-5-fluoropiperidine-1-carbonyl]-4-methoxy-3-methylpyrazolo[1,5-a]pyridin-2-yl}-1-(cyclopropylmethyl)-1H-indol-6-yl)phenyl]acetamide